(R)-5-guanidino-N-(4-hydroxybenzyl)-2-((S)-2-(isoindolin-2-yl)-2-phenylacetamido)pentanamide N(C(=N)N)CCC[C@H](C(=O)NCC1=CC=C(C=C1)O)NC([C@H](C1=CC=CC=C1)N1CC2=CC=CC=C2C1)=O